ClC=1C=CC2=C([C@@H](C[C@@H](O2)C(=O)NC2CCC(CC2)N2N=CC(=C2)OCCOC(F)(F)F)O)C1 (2R,4R)-6-chloro-4-hydroxy-N-[(1r,4R)-4-{4-[2-(trifluoromethoxy)ethoxy]-1H-pyrazol-1-yl}cyclohexyl]-3,4-dihydro-2H-1-benzopyran-2-carboxamide